4-Oxo-N-((2-(2-oxoethyl)-2H-indazol-6-yl)methyl)-4H-pyrido[1,2-a]pyrimidine-2-carboxamide O=C1C=C(N=C2N1C=CC=C2)C(=O)NCC=2C=CC1=CN(N=C1C2)CC=O